Benzyl 2,4-di-O-benzyl-3-O-p-methoxybenzyl-beta-D-glucopyranosyl-(1->4)-2-acetamido-3,6-di-O-benzyl-2-deoxy-beta-D-glucopyranoside C(C1=CC=CC=C1)O[C@H]1[C@@H](O[C@@H]([C@H]([C@@H]1OCC1=CC=C(C=C1)OC)OCC1=CC=CC=C1)CO)O[C@H]1[C@@H]([C@H]([C@H](OCC2=CC=CC=C2)O[C@@H]1COCC1=CC=CC=C1)NC(C)=O)OCC1=CC=CC=C1